5-iodo-1-(methyl-d3)-1H-pyrazole IC1=CC=NN1C([2H])([2H])[2H]